cetyl-dimethyl-(p-3-carboxyacrylamidobenzyl)ammonium chloride [Cl-].C(CCCCCCCCCCCCCCC)[N+](CC1=CC=C(C=C1)NC(C=CC(=O)O)=O)(C)C